1-[4-(cyanomethyl)-1-(2-phenylethyl)-4-piperidyl]-3-(cyclopropanecarbonylamino)pyrazole-4-carboxamide C(#N)CC1(CCN(CC1)CCC1=CC=CC=C1)N1N=C(C(=C1)C(=O)N)NC(=O)C1CC1